2-methylenetetrahydrofuran C=C1OCCC1